[1-[(trans-2-(4-fluorophenyl)cyclohexanecarbonyl)-4-hydroxy-4-piperidyl]methyl]-7-phenyl-pyrrolo[2,3-d]pyrimidin-4-one FC1=CC=C(C=C1)[C@H]1[C@@H](CCCC1)C(=O)N1CCC(CC1)(O)CC=1NC(C2=C(N1)N(C=C2)C2=CC=CC=C2)=O